N1=NC(=CC=C1)CN1CC=2C(=NN(C2)C2=C(C(=CC(=C2)CC(C)C)C)C=2N=NNN2)C1 5-(1,2-diazin-3-ylmethyl)-2-(2-(2H-1,2,3,4-tetrazol-5-yl)-3-methyl-5-(2-methylpropyl)phenyl)-5,6-dihydro-4H-pyrrolo[4,3-c]pyrazole